3-(3-pyridinyl)aniline N1=CC(=CC=C1)C=1C=C(N)C=CC1